C(C)(C)C=1C(=NNC1C=1C=C(C=2N(C1)N=CN2)C)C2=CC=C(C=C2)C(C)(C)NC2CCOCC2 N-(2-(4-(4-isopropyl-5-(8-methyl-[1,2,4]triazolo[1,5-a]pyridin-6-yl)-1H-pyrazol-3-yl)phenyl)propan-2-yl)tetrahydro-2H-pyran-4-amine